7-butyl-5-[(2-methylphenyl)methyl]-5H,6H,7H,8H,9H,10H-cyclohepta[b]indole-4-carboxylic acid C(CCC)C1CCCC2=C(N(C3=C(C=CC=C23)C(=O)O)CC2=C(C=CC=C2)C)C1